(2R,3S,4R,5S,6R)-2-(hydroxymethyl)-6-isobutyl-5-pivalamidotetrahydro-2H-pyran-3,4-diyl diacetate C(C)(=O)O[C@@H]1[C@H](O[C@@H]([C@@H]([C@H]1OC(C)=O)NC(C(C)(C)C)=O)CC(C)C)CO